FC1=C(C(=CC=2NC(=NC21)OC=2C=CC(=C(C(=O)O)C2)C)F)C2=CC=C(C=C2)C2=CC=C(C=C2)COCCOCCO 5-((4,6-difluoro-5-(4'-((2-(2-hydroxyethoxy)ethoxy)methyl)-[1,1'-biphenyl]-4-yl)-1H-benzo[d]imidazol-2-yl)oxy)-2-methylbenzoic acid